2'-benzyl-6'-methoxy-2',3'-dihydrospiro[cyclohexane-1,1'-indene]-4-one C(C1=CC=CC=C1)C1C2(C3=CC(=CC=C3C1)OC)CCC(CC2)=O